[Se+2].P(=O)([O-])([O-])[O-].[K+] potassium phosphate selenium